8-[(8-hydroxy-5-quinolyl)sulfonyl]-1-phenyl-1,3,8-triazaspiro[4.5]decan-4-one OC=1C=CC(=C2C=CC=NC12)S(=O)(=O)N1CCC2(C(NCN2C2=CC=CC=C2)=O)CC1